C(C=C)OC1=C(C(=O)O)C=CC=C1 (allyloxy)benzoic acid